ClC=1C(=CC2=C(N(C[C@H](N(S2(=O)=O)C)CN2CCCCC2)C2=CC=CC=C2)C1)C=1C=CC(=C(C(=O)O)C1)F (R)-5-(7-chloro-2-methyl-1,1-dioxido-5-phenyl-3-(piperidin-1-ylmethyl)-2,3,4,5-tetrahydrobenzo[f][1,2,5]thiadiazepin-8-yl)-2-fluorobenzoic acid